O=C1N(C(C2=C(C=CC=C12)OCCOCCN1CCN(CC1)C1=CC=C(C=N1)NC1=NN2C(C=N1)=CC=C2C=2C=C(C=CC2)NS(=O)(=O)C)=O)C2C(NCCC2)=O N-(3-(2-((6-(4-(2-(2-((1,3-dioxo-2-(2-oxopiperidin-3-yl)isoindolin-4-yl)oxy)ethoxy)ethyl)piperazin-1-yl)pyridin-3-yl)amino)pyrrolo[2,1-f][1,2,4]triazin-7-yl)phenyl)methanesulfonamide